ClC1=NC2=C(C=CC=C2C=C1CN1N=NC(=C1C)C(C)=O)C chloro-8-methyl-3-((4-acetyl-5-methyl-1H-1,2,3-triazol-1-yl)methyl)quinoline